C(CCCCCCCCCCCCC)(=O)OC[C@@H](OC(CCCCCCCCCCCCC)=O)COP(=O)(O)OC(C(=O)[O-])CO 1,2-dimyristoyl-sn-glycero-3-phosphoglycerate